FC(C(=O)O)(F)F.C1(CC1)NC1=CC(=NC=2N1N=CC2C#N)NC2=CC(=C(C=C2)C=2CNCC2)CS(=O)(=O)C 7-(cyclopropylamino)-5-((4-(2,5-dihydro-1H-pyrrol-3-yl)-3-((methylsulfonyl)methyl)phenyl)amino)pyrazolo[1,5-a]pyrimidine-3-carbonitrile monotrifluoroacetic acid salt